CC(C(C1=CC=C(O)C=C1)(C(C)(C)C)C1=CC=C(C=C1)O)(C)C hexamethyl-bisphenol A